1-Bromo-8-chloro-3-cyclopropylimidazo[1,5-a]pyrazine BrC=1N=C(N2C1C(=NC=C2)Cl)C2CC2